1,3,5-Tris(bromomethyl)-benzol BrCC1=CC(=CC(=C1)CBr)CBr